FC=1C=CC(=C(C(=O)O)C1)N[C@H](C)C=1C=C(C=C2C(N(C(=NC12)C1(CCOCC1)C)C)=O)F (R)-5-fluoro-2-((1-(6-fluoro-3-methyl-2-(4-methyltetrahydro-2H-pyran-4-yl)-4-oxo-3,4-dihydroquinazolin-8-yl)ethyl)amino)benzoic acid